N-(2-(aminomethyl)benzyl)-2-cyclohexylethanamine hydrochloride Cl.NCC1=C(CNCCC2CCCCC2)C=CC=C1